(S)-6-chloro-5,7-dimethyl-2-(trifluoromethyl)-2H-chromene-3-carboxylic acid ClC=1C(=C2C=C([C@H](OC2=CC1C)C(F)(F)F)C(=O)O)C